8-(5-(2-(4-methylpiperazin-1-yl)pyridin-4-yl)-1H-pyrrolo[2,3-b]pyridin-3-yl)-3,4-dihydrobenzo[f][1,4]oxazepin-5(2H)-one CN1CCN(CC1)C1=NC=CC(=C1)C=1C=C2C(=NC1)NC=C2C2=CC1=C(C(NCCO1)=O)C=C2